C(C(=C)C)(=O)O.C=CC Propylene methacrylate